2-(2-chlorophenyl)-N-(3-{[(dimethylamino)methylidene]Sulfamoyl}-4-[2-(propan-2-ylamino)pyrimidin-5-yl]Phenyl)acetamide ClC1=C(C=CC=C1)CC(=O)NC1=CC(=C(C=C1)C=1C=NC(=NC1)NC(C)C)S(N=CN(C)C)(=O)=O